(3S)-3-Methyl-2-oxolanoate C[C@@H]1C(OCC1)C(=O)[O-]